1-(4-benzylpiperidin-1-yl)-2-(3,5-dimethyl-1-(3-methyl-[1,2,4]triazolo[4,3-b]pyridazin-6-yl)-1H-pyrazol-4-yl)propan-1-one C(C1=CC=CC=C1)C1CCN(CC1)C(C(C)C=1C(=NN(C1C)C=1C=CC=2N(N1)C(=NN2)C)C)=O